1,6-Hexanediol ditosylate S(=O)(=O)(C1=CC=C(C)C=C1)OCCCCCCOS(=O)(=O)C1=CC=C(C)C=C1